N-(4-(2,5-diazabicyclo[2.2.2]octan-2-yl)-2-fluorophenyl)-7-methoxy-2-methylimidazo[1,2-a]pyridine-6-carboxamide C12N(CC(NC1)CC2)C2=CC(=C(C=C2)NC(=O)C=2C(=CC=1N(C2)C=C(N1)C)OC)F